isononylsulfonic acid ammonium salt [NH4+].C(CCCCCC(C)C)S(=O)(=O)[O-]